[1-(2,4-Difluorophenyl)triazol-4-yl]-[(1S,4S)-4-(1,5-dimethylpyrazol-4-yl)-1-methyl-3,4-dihydro-1H-isoquinolin-2-yl]methanone FC1=C(C=CC(=C1)F)N1N=NC(=C1)C(=O)N1[C@H](C2=CC=CC=C2[C@H](C1)C=1C=NN(C1C)C)C